2-(1-(4-ethoxypiperidine-1-carbonyl)piperidin-4-ylidene)-2-(4-(trifluoromethyl)phenyl)acetonitrile C(C)OC1CCN(CC1)C(=O)N1CCC(CC1)=C(C#N)C1=CC=C(C=C1)C(F)(F)F